N-[(3R)-1-{5-[3-(2,6-difluorophenyl)-5-fluoropyridin-2-yl]-5-ethyl-4,5-dihydro-1,2-oxazol-3-yl}-4,4-difluoropyrrolidin-3-yl]methanesulfonamide FC1=C(C(=CC=C1)F)C=1C(=NC=C(C1)F)C1(CC(=NO1)N1C[C@H](C(C1)(F)F)NS(=O)(=O)C)CC